C(N)(=O)C=1N2CC(CC2=C(C1)C1=CC(=NC=C1Cl)NC(=O)C1C[C@@H]2CC(C[C@@H]2C1)C(=O)NC)(C)C (2r,3aR,5s,6aS)-N2-(4-(5-carbamoyl-2,2-dimethyl-2,3-dihydro-1H-pyrrolizin-7-yl)-5-chloropyridin-2-yl)-N5-methyloctahydropentalene-2,5-dicarboxamide